Tert-butyl (3S)-3-[[4-[1-(benzenesulfonyl)-6-(3-methyl-1,2,4-oxadiazol-5-yl) pyrrolo[2,3-b]pyridin-3-yl]-5-(trifluoromethyl)pyrimidin-2-yl]amino]piperidine-1-carboxylate C1(=CC=CC=C1)S(=O)(=O)N1C=C(C=2C1=NC(=CC2)C2=NC(=NO2)C)C2=NC(=NC=C2C(F)(F)F)N[C@@H]2CN(CCC2)C(=O)OC(C)(C)C